P(=O)(F)(F)OC(COC(C=C)C)COC(C=C)C 1-(1-methylallyloxy)-3-(1-methylallyloxy)-2-propanol difluorophosphate